OCCNC=1C(=C(C=CC1OC)O)C N-hydroxyethyl-4-methoxy-2-methyl-m-aminophenol